(5-(benzyloxy)pyridin-2-yl)-1-methyl-1H-imidazole-2-carbaldehyde C(C1=CC=CC=C1)OC=1C=CC(=NC1)C=1N=C(N(C1)C)C=O